2-methyl-(ethyl isobutyrate) CC(C(=O)[O-])(CCC)C